4-[3H-imidazo[4,5-b]pyridin-7-yl]piperidine hydrochloride Cl.N1=CNC2=NC=CC(=C21)C2CCNCC2